(2S,3S,4R,5R)-5-(2-(5-fluoropyridin-3-yl)-6-((pyridin-2-ylmethyl)amino)-9H-purin-9-yl)-3,4-dihydroxyl-N'-methyltetrahydrofuran-2-carbohydrazide FC=1C=C(C=NC1)C1=NC(=C2N=CN(C2=N1)[C@H]1[C@@H]([C@@H]([C@H](O1)C(=O)NNC)O)O)NCC1=NC=CC=C1